2-{2-[(1H-1,3-Benzodiazol-2-ylmethyl)amino]ethyl}-N-[(5-fluoropyridin-2-yl)methyl]-1,3-thiazole-4-carboxamide N1C(=NC2=C1C=CC=C2)CNCCC=2SC=C(N2)C(=O)NCC2=NC=C(C=C2)F